2-chloro-4-((4-(cyclopentyloxy)-2-methylphenyl)amino)nicotinonitrile ClC1=C(C#N)C(=CC=N1)NC1=C(C=C(C=C1)OC1CCCC1)C